CS(=O)(=O)NC=1C=C(C(=O)N[C@H](C(NC2=CC=C(C=C2)C2CCOCC2)=O)[C@@H]2CC[C@H](CC2)C)C=CC1 3-(Methane-sulfonamido)-N-{(1S)-1-(trans-4-methyl-cyclohexyl)-2-oxo-2-[4-(tetrahydropyran-4-yl)anilino]ethyl}-benzamide